C(=O)(O)C1=C(C=C(C=C1)C1=CC(=C(C=C1)Cl)F)N1C(C2=CC=CC=C2C1=O)=O 2-(4-Carboxy-4'-chloro-3'-fluoro[1,1'-biphenyl]-3-yl)-1,3-dioxo-2,3-dihydro-1H-isoindole